N-(5-cyclopropyl-1,3-thiazol-2-yl)-2-[1-(3-fluorophenyl)-1H-pyrazol-4-yl]acetamide C1(CC1)C1=CN=C(S1)NC(CC=1C=NN(C1)C1=CC(=CC=C1)F)=O